(1R,2S)-2-(3-{[6-(1H-imidazol-1-yl)-3-methoxypyrazin-2-yl]amino}-1H-indazol-6-yl)-5'-methoxyspiro[cyclopropane-1,3'-indol]-2'(1'H)-one N1(C=NC=C1)C1=CN=C(C(=N1)NC1=NNC2=CC(=CC=C12)[C@@H]1C[C@@]12C(NC1=CC=C(C=C21)OC)=O)OC